ClCC1=CC=C(C=C1)N1C(=NC=2C1=NC(=CC2)C2=NC=C(N=C2)C)C=2C(=NC=CC2)N 3-(3-(4-(Chloromethyl)phenyl)-5-(5-methylpyrazin-2-yl)-3H-imidazo[4,5-b]pyridin-2-yl)pyridin-2-amine